CN(C)CC=1C=C(C=CC1F)C=1C=CC=C2C(=NC=NC12)N[C@H](CN1CCN(CC1)S(=O)(=O)C1=CC2=C(NC(S2)=O)C=C1)C 6-({4-[(2S)-2-[(8-{3-[(dimethylamino)methyl]-4-fluorophenyl}quinazolin-4-yl)amino]propyl]piperazin-1-yl}sulfonyl)-2,3-dihydro-1,3-benzothiazol-2-one